C12CN(CC(N1)C2)C2=C1CN(C(C1=CC(=C2)F)=O)C2CNCCC2 3-(4-(3,6-diazabicyclo[3.1.1]heptane-3-yl)-6-fluoro-1-oxoisoindoline-2-yl)piperidine